succinimidyl-4-[(succinimidomethyl)]cyclohexaneAl C1(CCC(N1C1(CCC(CC1)CN1C(CCC1=O)=O)C=O)=O)=O